C(CCC(=O)OC=1C(C(=O)O)=CC=CC1)(=O)OC=1C(C(=O)O)=CC=CC1 succinyl-disalicylic acid